(((5S)-5-methyl-1-oxaspiro[2.5]oct-5-yl)methyl)-2H-pyrazolo[3,4-b]pyridine C[C@]1(CC2(CO2)CCC1)CN1N=C2N=CC=CC2=C1